[N+](=O)([O-])C1=C(C(=O)OC)C=CC(=C1)C(=O)OC dimethyl 2-nitroterephthalate